N-(2,5-dimethylphenyl)-3,8-diazabicyclo[3.2.1]Octane CC1=C(C=C(C=C1)C)N1C2CNCC1CC2